FC(CO[C@H]1COC2=CC=CC=C2[C@@H]1NC=1C2=C(N=CN1)NC(=C2)C(F)(F)F)(C)C N-[(3R,4S)-3-(2-FLUORO-2-METHYL-PROPOXY)CHROMAN-4-YL]-6-(TRIFLUOROMETHYL)-7H-PYRROLO[2,3-D]PYRIMIDIN-4-AMINE